2-(((1R)-1-(2-cyano-7-methyl-3-(3-(pyridin-2-yl)pyrrolidin-1-yl)quinoxalin-5-yl)ethyl)amino)benzoic acid C(#N)C1=NC2=CC(=CC(=C2N=C1N1CC(CC1)C1=NC=CC=C1)[C@@H](C)NC1=C(C(=O)O)C=CC=C1)C